C(CCC)[P+](C)(CCCC)CCCC tri-n-butyl-methyl-phosphonium